4-(benzo[d]thiazol-2-ylsulfanyl)morpholine S1C(=NC2=C1C=CC=C2)SN2CCOCC2